Cl.Cl.NCCN1CC(CC1)NC(=O)C1=CC2=C(N(C(=N2)NC=2SC3=C(N2)C=CC(=C3)Cl)C)C=C1 2-(6-chloro-benzothiazol-2-ylamino)-1-methyl-1H-benzoimidazole-5-carboxylic acid [1-(2-amino-ethyl)-pyrrolidin-3-yl]-amide dihydrochloride